1-(3-hydroxypyridin-2-yl)ethanol OC=1C(=NC=CC1)C(C)O